FC([C@@H]1C[C@@H](CNC1)NC=1N=CC2=C(N1)N(C(C(=C2)C2=CC=C(C=N2)NS(=O)(=O)CCC(F)(F)F)=O)C(C)C)F N-(6-(2-(((3S,5R)-5-(difluoromethyl)piperidin-3-yl)amino)-8-isopropyl-7-oxo-7,8-dihydropyrido[2,3-d]pyrimidin-6-yl)pyridin-3-yl)3,3,3-trifluoropropane-1-sulfonamide